(3β)-cholest-5-en-3-yl glycinate NCC(=O)O[C@@H]1CC2=CC[C@H]3[C@@H]4CC[C@H]([C@@H](CCCC(C)C)C)[C@]4(CC[C@@H]3[C@]2(CC1)C)C